OCCC[C@H](N)C(=O)O 5-hydroxy-L-norvaline